2-(4-ethylphenyl)-5-methyl-1H-benzo[d]imidazole C(C)C1=CC=C(C=C1)C1=NC2=C(N1)C=CC(=C2)C